[Cl-].[Cl-].CC(CP(CC(C)C)CC[Ti+2]C1C(=C(C(=C1C)C)C)C)C (bis(2-methyl-propyl)phosphino)ethyl-tetramethyl-cyclopentadienyl-titanium dichloride